C(C)OC(=O)C=1NC=CC1NCC1=C(C=CC=C1)C(C)C#N 3-(2-(1-cyanoethyl)benzylamino)-1H-pyrrole-2-carboxylic acid ethyl ester